COC1=C(C=C(C(=C1)N1CCN(CC1)C)N)N 4-methoxy-6-(4-methylpiperazin-1-yl)benzene-1,3-diamine